BrC=1C=C2N(C(C=3N(C2=CC1)C=CN3)=O)C3=C(C=CC=C3)C 7-Bromo-5-(o-Tolyl)Imidazolo[1,2-a]Quinoxaline-4(5H)-on